ethyl 3-methyl-4-(thiophen-2-yl)butanoate CC(CC(=O)OCC)CC=1SC=CC1